O1C(=CC=C1)C(CCC)O 1-(2-furyl)butanol